C(C1=CC=CC=C1)NC(=O)C1=CC(=NC(=C1)C=1N=NN(C1)C=1C(=C(C(=O)O)C=CC1)O)C=1N=NN(C1)C=1C(=C(C(=O)O)C=CC1)O 4'-((4-(benzylcarbamoyl)pyridine-2,6-diyl)bis(1H-1,2,3-triazole-4,1-diyl))bis(2-hydroxybenzoic acid)